13-hydroperoxy-9Z,11E,15Z-octadecatrienoic acid CC/C=C\CC(/C=C/C=C\CCCCCCCC(=O)O)OO